C(C1=CC=CC=C1)OC=1C=C2CCN(C2=CC1)C(CC1=CC=C(OC2=C(C(=O)N)C=CC=N2)C=C1)=O 2-(4-(2-(5-(benzyloxy)indolin-1-yl)-2-oxoethyl)phenoxy)nicotinamide